FC(C(=O)O)(F)F.FC1CN=C(NC1)NC1=C2C=NNC2=CC(=C1)C(=O)NCC(=O)N[C@@H](CC(=O)OC)C1=CC(=C(C=C1)C)C(F)(F)F methyl (3S)-3-(2-(4-((5-fluoro-1,4,5,6-tetrahydropyrimidin-2-yl)amino)-1H-indazole-6-carboxamido)acetamido)-3-(4-methyl-3-(trifluoromethyl)phenyl)propanoate trifluoroacetate